N-[4-(3-anilino-6,6-dimethyl-4-oxo-4,5,6,7-tetrahydro-1H-pyrrolo[3,2-c]pyridin-2-yl)pyridin-2-yl]-2-(4-fluorophenyl)acetamide N(C1=CC=CC=C1)C1=C(NC2=C1C(NC(C2)(C)C)=O)C2=CC(=NC=C2)NC(CC2=CC=C(C=C2)F)=O